C(CCCCCCC\C=C/CCCCCCCC)(=O)[N+](C)(C)C(CCCCCCC\C=C/CCCCCCCC)=O dioleoyl-dimethylammonium